C(=O)(OC(C)(C)C)NCCCC(=O)Cl N-Boc-gamma-aminobutyryl chloride